FC(OC1=NC=CC(=C1)CNC(=O)NCC(C)(C)C)F 1-[[2-(difluoro-methoxy)pyridin-4-yl]methyl]-3-(2,2-dimethyl-propyl)urea